(S)-2-amino-N-(1-(8-((1-(2-hydroxyethyl)-1H-pyrazol-4-yl)ethynyl)-1-oxo-2-phenyl-1,2-dihydroisoquinolin-3-yl)ethyl)pyrazolo[1,5-a]pyrimidine-3-carboxamide NC1=NN2C(N=CC=C2)=C1C(=O)N[C@@H](C)C=1N(C(C2=C(C=CC=C2C1)C#CC=1C=NN(C1)CCO)=O)C1=CC=CC=C1